rac-3-(4-methylazepan-4-yl)-5-(piperidin-1-ylmethyl)-5,6-dihydro-1,4,2-dioxazine CC1(CCNCCC1)C1=NOCC(O1)CN1CCCCC1